3-methyl-N-[(1s,4s)-4-{[2-(trifluoromethyl)quinolin-4-yl]amino}cyclohexyl]-1,2-oxazole-4-carboxamide CC1=NOC=C1C(=O)NC1CCC(CC1)NC1=CC(=NC2=CC=CC=C12)C(F)(F)F